5-([1,1':3',1''-terphenyl]-5'-yl)-7-chloro-2-mesityl-8-methyl-5H-5,17b-diaza-17c-borabenzo[gh]benzo[6,7]indeno[1,2,3-no]tetraphene C1(=CC=CC=C1)C1=CC(=CC(=C1)N1C=2C=CC(=CC2B2N3C4=C(C=CC=C4C=4C2=C1C=C(C4C)Cl)C=4C1=C(C=CC43)C=CC=C1)C1=C(C=C(C=C1C)C)C)C1=CC=CC=C1